tert-butyl 2'-bromo-5'-methyl-9'-oxo-4',5',6',9'-tetrahydrospiro-[piperidine-4,8'-pyrano[4,3-d][1,2,4]triazolo[1,5-a]pyrimidine]-1-carboxylate BrC1=NN2C(NC3=C(C2=O)C2(OCC3C)CCN(CC2)C(=O)OC(C)(C)C)=N1